C(C)N1C=C(C(C2=CC(=C(C=C12)N1CCN(CC1)CC1=CC=C(C=C1)CO)F)=O)C(=O)O 1-ethyl-6-fluoro-7-(4-(4-(hydroxymethyl)benzyl)piperazin-1-yl)-4-oxo-1,4-dihydroquinoline-3-carboxylic acid